FC=1C(=C(C(=C2C=NN(C12)C1OCCCC1)B(O)O)C(F)(F)F)C (7-fluoro-6-methyl-1-(tetrahydro-2H-pyran-2-yl)-5-(trifluoromethyl)-1H-indazol-4-yl)boronic acid